[Na+].ClC=1C=C(C=CC1)C([C@@H](OC(N[C@H](C(N[C@H](C(OC(CC)=O)S(=O)(=O)[O-])C[C@H]1C(NCC1)=O)=O)CC1CCCCC1)=O)C1=CC=CC=C1)(F)F (2S,6S,9S)-1-(3-chlorophenyl)-6-(cyclohexylmethyl)-1,1-difluoro-4,7,12-trioxo-9-(((S)-2-oxopyrrolidin-3-yl)methyl)-2-phenyl-3,11-dioxa-5,8-diazatetradecane-10-sulfonic acid sodium salt